C(\C=C(/C)\CCC=C(C)C)OC(CC(O)(C(=O)O)CC(=O)O)=O citric acid monogeranyl ester